OC1=CC=C(C=C1)C=1COC=CC1 3-(4-hydroxy-phenyl)-pyran